tert-butyl N-(2-[3-[tert-butyl(dimethyl) silyl]oxy-4,4,4-trideuterio-3-(trideuteriomethyl) butyl]-6-methoxy-pyrazolo[1,5-a]pyridin-5-yl)carbamate [Si](C)(C)(C(C)(C)C)OC(CCC1=NN2C(C=C(C(=C2)OC)NC(OC(C)(C)C)=O)=C1)(C([2H])([2H])[2H])C([2H])([2H])[2H]